diisoheptyl peroxydicarbonate C(=O)(OCCCCC(C)C)OOC(=O)OCCCCC(C)C